C(C)(C)(C)OC(=O)NC1=CN(C2=CC=C(C=C12)C\C=C\C1=NC=C(C=C1)C(F)(F)F)C(=O)OC(C)(C)C tert-Butyl (E)-3-((tert-butoxycarbonyl) amino)-5-(3-(5-(trifluoromethyl) pyridin-2-yl) allyl)-1H-indole-1-carboxylate